2-bromo-4,6-dichlorobenzo[d]thiazole BrC=1SC2=C(N1)C(=CC(=C2)Cl)Cl